FC1=C(CN2[C@@H](CCC2=S)CC(=O)N[C@H](C(=O)NOC)C(C)C)C=CC=C1F (S)-2-(2-((S)-1-(2,3-Difluorobenzyl)-5-thioxopyrrolidin-2-yl)acetamido)-N-methoxy-3-methylbutanamide